BrC1=C(N=CS1)C(=O)OC methyl 5-bromo-1,3-thiazole-4-carboxylate